ClC1=CC(=NC(=N1)NC1CCC(CC1)O)N1CCN(CC1)CC 1-(4-(6-chloro-2-(((1R,4R)-4-hydroxycyclohexyl)amino)pyrimidin-4-yl)piperazin-1-yl)ethane